4-((tert-Butoxycarbonyl)amino)-2,6-dichloro-5-fluoronicotinic acid tert-butyl ester C(C)(C)(C)OC(C1=C(N=C(C(=C1NC(=O)OC(C)(C)C)F)Cl)Cl)=O